2-[3-(fluoromethyl)azetidin-1-yl]ethane-1-ol hydrochloride Cl.FCC1CN(C1)CCO